4-(methoxy(methyl)carbamoyl)-3,3-dimethylpiperidine-1-carboxylic acid CON(C(=O)C1C(CN(CC1)C(=O)O)(C)C)C